lithium (R)-2-(3-((tert-butoxycarbonyl)(methyl)amino)pyrrolidin-1-yl)pyrimidine-5-carboxylate C(C)(C)(C)OC(=O)N([C@H]1CN(CC1)C1=NC=C(C=N1)C(=O)[O-])C.[Li+]